[Ir+3].ClC1=CC=C(C=C1)C1=C(CCC(C1)(C)C)CN1[C@@H](CN(C[C@H]1C)C1=CC=C(C(=O)N)C=C1)C 4-((3R,5R)-4-((4'-chloro-5,5-dimethyl-3,4,5,6-tetrahydro-[1,1'-biphenyl]-2-yl)methyl)-3,5-dimethylpiperazin-1-yl)benzamide Iridium (III)